C/C/1=C\CC(/C=C/CC(=C)CCC1)(C)C β-humulene